N-(6-(2H-1,2,3-triazol-2-yl)-5-(trifluoromethyl)pyridin-3-yl)-2,2',3,4',5,6-Hexafluoro-[1,1'-biphenyl]-4-carboxamide N=1N(N=CC1)C1=C(C=C(C=N1)NC(=O)C1=C(C(=C(C(=C1F)F)C1=C(C=C(C=C1)F)F)F)F)C(F)(F)F